FC1=C(C(=O)O)C=CC(=C1)NC(=O)C1=CC=C2CCCN(C2=C1)S(=O)(=O)C1=CC(=CC=C1)F 2-Fluoro-4-{[1-(3-fluoro-benzenesulfonyl)-1,2,3,4-tetrahydro-quinoline-7-carbonyl]-amino}-benzoic acid